3-(1-Benzylimidazol-4-yl)-N-methyl-4-[[5-(trifluoromethyl)-2-pyridinyl]amino]benzenesulfonamide C(C1=CC=CC=C1)N1C=NC(=C1)C=1C=C(C=CC1NC1=NC=C(C=C1)C(F)(F)F)S(=O)(=O)NC